6-bromo-3-chloro-4-fluoro-7,8-dihydro-5(6H)-isoquinolinone BrC1C(C=2C(=C(N=CC2CC1)Cl)F)=O